6-(furan-3-yl)-N-((4-methylpiperidin-4-yl)methyl)benzofuran-2-carboxamide O1C=C(C=C1)C1=CC2=C(C=C(O2)C(=O)NCC2(CCNCC2)C)C=C1